heptadecenyl-hydroxyethyl-imidazole C(=CCCCCCCCCCCCCCCC)C=1N=C(NC1)CCO